{2-[(4'-{[2-(morpholin-4-yl)-7-oxo-6-(propan-2-yl)-6,7-dihydro-5H-pyrrolo[3,4-d]pyrimidin-4-yl]amino}[1,1'-biphenyl]-4-yl)oxy]ethyl}carbamic acid tert-butyl ester C(C)(C)(C)OC(NCCOC1=CC=C(C=C1)C1=CC=C(C=C1)NC=1C2=C(N=C(N1)N1CCOCC1)C(N(C2)C(C)C)=O)=O